Ethyl-4-[(2-methyl-2,4-dihydrochromeno[3,4-c]pyrazol-6-yl)amino]-2-(pyridine-2-ylamino)pyrimidine-5-carboxylic acid C(C)C1=C(C(=NC(=N1)NC1=NC=CC=C1)NC1=CC=CC2=C1OCC1=NN(C=C12)C)C(=O)O